8-chloro-5-(prop-2-yn-1-yloxy)-1-[trans-4-(pyridin-2-yloxy)cyclohexyl]-5,6-dihydro-4H-[1,2,4]triazolo[4,3-a][1]benzazepine ClC=1C=CC2=C(CC(CC=3N2C(=NN3)[C@@H]3CC[C@H](CC3)OC3=NC=CC=C3)OCC#C)C1